N(=[N+]=[N-])C1=CC=C(C=C(C(=O)O)C#N)C=C1 p-azido-α-cyanocinnamic acid